C(C1=CC=CC=C1)OC1=NC(=C(C(=N1)CC1(CCCC2=CC=CC=C12)C(=O)OC)[N+](=O)[O-])OCC1=CC=CC=C1 methyl 1-((2,6-bis(benzyloxy)-5-nitropyrimidin-4-yl) methyl)-1,2,3,4-tetrahydronaphthalene-1-carboxylate